rac-6-(3,3-difluorocyclobutoxy)-N-(2'-(5,5-difluorotetrahydro-2H-pyran-2-yl)-3-fluoro-[2,4'-bipyridine]-3'-yl)-5-fluoronicotinamide FC1(CC(C1)OC1=NC=C(C(=O)NC=2C(=NC=CC2C2=NC=CC=C2F)[C@@H]2OCC(CC2)(F)F)C=C1F)F |r|